dichloro(cycloocta-1,5-diene) platinum (ii) [Pt+2].ClC1=C(CCC=CCC1)Cl